NC=1N=NNC1 amino-1,2,3-triazole